O[C@@H]1[C@H](CCCC1)NC(=O)C=1C=CC(=C(NCC2=CC=3OCCN(C3N=C2)C(=O)[O-])C1)C 7-[(5-{[(1S,2S)-2-hydroxycyclohexyl] carbamoyl}-2-methylanilino) methyl]-2,3-dihydro-4H-pyrido[3,2-b][1,4]oxazine-4-carboxylate